6-chloro-4-methyl-2-({3-[2-(4-methylphenyl)ethyl]-1,2,4-oxadiazol-5-yl}methyl)-2,3-dihydropyridazin-3-one ClC=1C=C(C(N(N1)CC1=NC(=NO1)CCC1=CC=C(C=C1)C)=O)C